CC1(CN(C1)CC(=O)NC=1C=C(C(=NC1)C)NC(=O)C=1C=NN2C1SC(=C2)C2=CC(=NC=C2)N2CCOCC2)C N-(5-(2-(3,3-dimethylazetidin-1-yl)acetamido)-2-methylpyridin-3-yl)-2-(2-morpholinopyridin-4-yl)pyrazolo[5,1-b]thiazole-7-carboxamide